C1(=CC1)[C+]1CC1 cyclopropenyl(Cyclopropanylium)